N,N'''-dipentyl-N,N',N'',N'''-tetramethyl(triethylenetetramine) C(CCCC)N(CCN(CCN(CCN(C)CCCCC)C)C)C